N-(5-((6-((R)-3-(3,4-dichlorophenyl)isoxazolidine-2-yl)pyrimidine-4-yl)amino)-2-(4-(4-isopropylpiperazine-1-yl)piperidine-1-yl)-4-methoxyphenyl)acrylamide ClC=1C=C(C=CC1Cl)[C@@H]1N(OCC1)C1=CC(=NC=N1)NC=1C(=CC(=C(C1)NC(C=C)=O)N1CCC(CC1)N1CCN(CC1)C(C)C)OC